4-((5-(2-(3-Mercapto-3-methylbutanoyl)hydrazineylidene)-5,6,7,8-tetrahydroquinolin-2-yl)oxy)butanoic acid SC(CC(=O)NN=C1C=2C=CC(=NC2CCC1)OCCCC(=O)O)(C)C